2-(4-fluorophenyl)ethylamine hydroiodic acid salt I.FC1=CC=C(C=C1)CCN